OC=1C=CNC1 4-hydroxy-1h-pyrrole